C(CC(C)C)NC1CN(CCCC1)C(=O)N1CC(C2=NC(=CC=C21)C)(C)C (3-(Isopentylamino)azepan-1-yl)(3,3,5-trimethyl-2,3-dihydro-1H-pyrrolo[3,2-b]pyridin-1-yl)methanone